ClC1=C(C=CC(=C1)OC1=CC=NC2=CC(=C(C=C12)OC)OC)C(C(=O)OCC)=O ethyl 2-(2-chloro-4-((6,7-dimethoxyquinolin-4-yl) oxy) phenyl)-2-oxoacetate